7-Ethoxy-N-(4-(ethylsulfonyl)benzyl)-10-((3-(trifluoromethyl)phenyl)sulfonyl)-phenothiazine-2-carboxamide C(C)OC=1C=C2SC=3C=CC(=CC3N(C2=CC1)S(=O)(=O)C1=CC(=CC=C1)C(F)(F)F)C(=O)NCC1=CC=C(C=C1)S(=O)(=O)CC